ClC1=CC=C(CN2[C@]3(CCN(C3)C(CC)=O)C(N(CC2=O)C2=C(C=C(C#N)C=C2)F)=O)C=C1 (S)-4-(6-(4-chlorobenzyl)-7,10-dioxo-2-propionyl-2,6,9-triazaspiro[4.5]decan-9-yl)-3-fluorobenzonitrile